BrC1=CC=C(C=C1)NC=1C(C2=C(NC(=N2)CC)C(C1Cl)=O)=O 5-((4-bromophenyl)amino)-6-chloro-2-ethyl-1H-benzo[d]imidazole-4,7-dione